N-(2-(3,9-diazabicyclo[3.3.1]nonan-3-yl)-7-(thiazol-2-yl)benzo[d]oxazol-5-yl)acetamide C12CN(CC(CCC1)N2)C=2OC1=C(N2)C=C(C=C1C=1SC=CN1)NC(C)=O